6-bromo-7-methoxy-3,4-dihydroquinoline BrC=1C=C2CCC=NC2=CC1OC